OC(CCNC(O[C@@H]1CC[C@H](CC1)C(N(CC12CCC(CC1)(CC2)C2=CC(=C(C=C2)OC)C)C2=NC=CC(=C2)C=2N=C(OC2)C(C)(C)C)=O)=O)(C)C 4-((4-(2-(tert-Butyl)oxazol-4-yl)pyridin-2-yl)((4-(4-methoxy-3-methylphenyl)bicyclo[2.2.2]octan-1-yl)methyl)carbamoyl)(trans-cyclohexyl) (3-hydroxy-3-methylbutyl)carbamate